tert-butyl 3-{[4-methyl-5-({4-[(2S)-2-({7-methylthieno[3,2-d]pyrimidin-4-yl} amino)propyl]piperazin-1-yl} sulfonyl)-1,3-thiazol-2-yl]carbamoyl}azetidine-1-carboxylate CC=1N=C(SC1S(=O)(=O)N1CCN(CC1)C[C@H](C)NC=1C2=C(N=CN1)C(=CS2)C)NC(=O)C2CN(C2)C(=O)OC(C)(C)C